FC(C1=CC=C(CCOC=2C=C3C(=CNC3=CC2)NC(=O)C2=CN=CS2)C=C1)(F)F N-(5-(4-(trifluoromethyl)phenethoxy)-1H-indol-3-yl)thiazole-5-carboxamide